Ethyl-4-(3-(4-cyano-3-(trifluoromethyl)phenyl)-2-(trifluoromethyl)oxazolidin-5-carbonyl)piperazin-1-carboxylat C(C)OC(=O)N1CCN(CC1)C(=O)C1CN(C(O1)C(F)(F)F)C1=CC(=C(C=C1)C#N)C(F)(F)F